4-(2-azaspiro[3.3]hept-6-yl)oxyquinazoline trifluoroacetate FC(C(=O)O)(F)F.C1NCC12CC(C2)OC2=NC=NC1=CC=CC=C21